ClC1=C(C=C(C=C1)OC)NC(CC1=CC=CC=C1)=O N-(2-chloro-5-methoxyphenyl)-2-phenylacetamide